methyl 4-((1R,3R)-3-(tert-butoxycarbonylamino)cyclopentylamino)-6-chloropyridazine-3-carboxylate C(C)(C)(C)OC(=O)N[C@H]1C[C@@H](CC1)NC1=C(N=NC(=C1)Cl)C(=O)OC